acryl-dimethyltaurate C(=O)(C=C)NC(C)(C)CS(=O)(=O)[O-]